1-[3-(4-Bromo-2-methyl-2H-pyrazol-3-yl)-4-methoxy-phenyl]-3-(4-isopropyl-phenyl)-urea BrC1=C(N(N=C1)C)C=1C=C(C=CC1OC)NC(=O)NC1=CC=C(C=C1)C(C)C